C(CCC)NC(CCNCCC[Si](OC)(OC)OC)=O N-butyl-3-((3-(trimethoxysilyl)propyl)amino)propanamide